2-Methyl-1-(4-(2-((1-((4-(piperidin-1-yl)butyl)sulfonyl)piperidin-4-yl)amino)-5-(trifluoromethyl)pyrimidin-4-yl)-1H-pyrazol-1-yl)propan-2-ol CC(CN1N=CC(=C1)C1=NC(=NC=C1C(F)(F)F)NC1CCN(CC1)S(=O)(=O)CCCCN1CCCCC1)(C)O